CC1=C2C(C(=CN(C2=NC(=C1)N1CC(C1)C(NC1=NC=CC=C1)=O)C1=NC=NS1)C(=O)O)=O 5-methyl-4-oxo-7-{3-[(pyridin-2-yl)carbamoyl]azetidin-1-yl}-1-(1,2,4-thiadiazol-5-yl)-1,4-dihydro-1,8-naphthyridine-3-carboxylic acid